C(#N)C1=CC(=C(C(=O)NC2=NC(=NC(=C2)C)N2CCC(CC2)(F)F)C=C1)N1CCC2(CC2)CC1 4-cyano-N-(2-(4,4-difluoropiperidin-1-yl)-6-methylpyrimidin-4-yl)-2-(6-azaspiro[2.5]oct-6-yl)benzamide